(6-methylpyrazin-4-yl)pyrrolidin-3-amine CC1=CN(CC=N1)N1CC(CC1)N